2,7-dimethyl-2,4,6-octatrienal CC(C=O)=CC=CC=C(C)C